BrC=1C=C(C=NC(C(=O)O)CC2=CC=C(C=C2)O)C=CC1 2-(3-bromobenzylidene-amino)-3-(4-hydroxy-phenyl)propanoic acid